P(=O)(O)(O)OC1=CC=C(C[C@H](NC(=O)OCC2C3=CC=CC=C3C3=CC=CC=C23)C(=O)O)C=C1 Fmoc-L-Tyrosine Phosphate